4-(((1r,3s,5s)-8-((4,6-dimethylpyridin-3-yl)sulfonyl)-8-azabicyclo[3.2.1]oct-3-yl)methyl)morpholine Carbon Monofluoride [C]F.CC1=C(C=NC(=C1)C)S(=O)(=O)N1[C@H]2CC(C[C@@H]1CC2)CN2CCOCC2